(Z)-2-isopropyl-styrene C(C)(C)C1=C(C=C)C=CC=C1